FC1([C@H]2CC=3C(=NNC3C[C@]21C)C2=NC1=C(N2)C=C(C(=C1)C)N(C([C@H](C)N1CCOCC1)=O)C)F (S)-N-(2-((4aS,5aR)-5,5-difluoro-5a-methyl-1,4,4a,5,5a,6-hexahydrocyclopropa[f]indazol-3-yl)-5-methyl-1H-benzo[d]imidazol-6-yl)-N-methyl-2-morpholinopropanamide